2,4,6-triphenyl-1,3,5-triazine C1(=CC=CC=C1)C1=NC(=NC(=N1)C1=CC=CC=C1)C1=CC=CC=C1